methyl 2-(3-(1-methoxyprop-1-en-2-yl)phenyl)-2-methylpropanoate COC=C(C)C=1C=C(C=CC1)C(C(=O)OC)(C)C